4-methyl-5-oxo-5H,8H-pyrido[2,3-d]pyrimidine-6-carboxylic acid ethyl ester C(C)OC(=O)C=1C(C2=C(N=CN=C2C)NC1)=O